C1=CC=CC=2C3=CC=CC=C3C(C12)COC(=O)NC(C(=O)O)CCCC 2-({[(9H-fluoren-9-yl)methoxy]carbonyl}amino)hexanoic acid